bis[4-acetyloxyphenyl]phenylsulfonium bis(perfluoroethylsulfonyl)imide [N-](S(=O)(=O)C(F)(F)C(F)(F)F)S(=O)(=O)C(F)(F)C(F)(F)F.C(C)(=O)OC1=CC=C(C=C1)[S+](C1=CC=CC=C1)C1=CC=C(C=C1)OC(C)=O